2-(methylthio)-1-(2-(4-(m-tolyl)-1H-imidazol-2-yl)piperidin-1-yl)propan-1-one CSC(C(=O)N1C(CCCC1)C=1NC=C(N1)C=1C=C(C=CC1)C)C